FC(C)(F)C1=CC=C2C(OC(C2=C1)P(OC)(OC)=O)=O dimethyl 6-(1,1-difluoroethyl)-3-oxo-1,3-dihydroisobenzofuran-1-ylphosphonate